7-(6-amino-pyridin-3-yl)-2,7-diaza-spiro[3.5]nonane-2-carboxylic acid tert-butyl ester C(C)(C)(C)OC(=O)N1CC2(C1)CCN(CC2)C=2C=NC(=CC2)N